C(C)(=O)OC=1C(=NC=CC1OC)C(N[C@@H](C)C1=NN(C(=N1)C1=CC(=CC=C1)C(C)C)C)=O (S)-2-((1-(5-(3-isopropylphenyl)-1-methyl-1,2,4-triazol-3-yl)ethyl)carbamoyl)-4-methoxypyridin-3-yl acetate